FC1=CC2=C(C3=C(N(S2(=O)=O)CC(=O)NN2CCOCC2)C=CC(=C3)C(F)(F)F)C=C1 2-[3-Fluoro-5,5-dioxido-9-(trifluoromethyl)-6H-dibenzo[c,e][1,2]thiazin-6-yl]-N-morpholin-4-ylacetamide